BrC1=CC(=CC2=C1NC(=N2)NC(OCCOC)=O)C2=NNC(C1=CC=CC=C21)=O 2-Methoxyethyl (7-bromo-5-(4-oxo-3,4-dihydrophthalazin-1-yl)-1H-benzimidazol-2-yl)carbamate